(Z)-3-(4-((3-(2-cyclopropyl-6-(trifluoromethyl)pyridin-4-yl)-1H-1,2,4-triazol-1-yl)methylene)-3-methyl-2,5-dioxoimidazolin-1-yl)propionic acid C1(CC1)C1=NC(=CC(=C1)C1=NN(C=N1)\C=C\1/N(C(N(C1=O)CCC(=O)O)=O)C)C(F)(F)F